5-(1-(3-fluoro-4-(oxiran-2-yl)benzyl)-1H-imidazo[4,5-b]pyridin-6-yl)-1,3-dimethylpyridin-2(1H)-one FC=1C=C(CN2C=NC3=NC=C(C=C32)C=3C=C(C(N(C3)C)=O)C)C=CC1C1OC1